2,5-difluoro-benzaldehyde FC1=C(C=O)C=C(C=C1)F